(R)-1-((R)-5H-imidazo[5,1-a]isoindol-5-yl)propan-1-ol C=1N=CN2C1C1=CC=CC=C1[C@@H]2[C@@H](CC)O